2,4,5-trichlorobenzenesulfonic acid sodium salt [Na+].ClC1=C(C=C(C(=C1)Cl)Cl)S(=O)(=O)[O-]